N,N'-ethylenediamine disuccinic acid C(CCC(=O)O)(=O)O.C(CCC(=O)O)(=O)O.C(CN)N